tert-Butyl (4R)-4-[(E,1R)-5-[methoxy(methyl)amino]-5-oxo-1-(3,3,3-trifluoropropyl)pent-3-enyl]-2,2-dimethyl-oxazolidine-3-carboxylate CON(C(/C=C/C[C@@H](CCC(F)(F)F)[C@H]1N(C(OC1)(C)C)C(=O)OC(C)(C)C)=O)C